methyl (1,7-dibromo-3-(3,5-difluorophenyl)imidazo[1,5-a]pyridin-8-yl)acetate BrC=1N=C(N2C1C(=C(C=C2)Br)CC(=O)OC)C2=CC(=CC(=C2)F)F